OCC1C(C(C1)=C(CC1=C(C=CC=C1)P(C1=CC=CC=C1)C1=CC=CC=C1)C)(C)C [2-(3-hydroxymethyl-2,2-dimethylcyclobutylidene)propyl]triphenylphosphine